C1(=CC=CC=C1)CCCCCC1=CC=CC(=N1)C=NO 6-(5-Phenylpentyl)pyridinealdoxime